tin (II) dihydrate O.O.[Sn+2]